N-((5-chloro-6-((2,2-difluorocyclopropyl)methoxy)-1H-indol-2-yl)methyl)acetamide ClC=1C=C2C=C(NC2=CC1OCC1C(C1)(F)F)CNC(C)=O